C(CCC)OCOCCCC(CC(C)[Cu]C(CC(CCCOCOCCCC)C)C)C.[Li] lithium bis[6-butoxymethoxy-1,3-dimethylhexyl]copper